O1C=2C(OCC1)=CSC2 2,3-dihydrothieno[3,4-b]-[1,4]dioxin